3-bromo-6-(pyridin-4-yl)imidazo[1,2-a]pyrazine BrC1=CN=C2N1C=C(N=C2)C2=CC=NC=C2